4-[[5-[4-(aminomethyl)phenyl]tetrazol-2-yl]methyl]-3,5-difluoro-benzohydroxamic acid NCC1=CC=C(C=C1)C=1N=NN(N1)CC1=C(C=C(C(=O)NO)C=C1F)F